methyl 2,3-dioxoindoline-5-carboxylate O=C1NC2=CC=C(C=C2C1=O)C(=O)OC